N-methyl-N-(3-(trifluoromethoxy)phenyl)-[1,2,4]triazolo[4,3-a]quinazolin-5-amine CN(C1=NC=2N(C3=CC=CC=C13)C=NN2)C2=CC(=CC=C2)OC(F)(F)F